diisopropylammonium phosphate octadecylamine salt C(CCCCCCCCCCCCCCCCC)N.P(=O)([O-])([O-])[O-].C(C)(C)[NH2+]C(C)C.C(C)(C)[NH2+]C(C)C.C(C)(C)[NH2+]C(C)C